(2-[4-(6-chloro-9-ethyl-1-methyl-9H-pyrido[3,4-b]indol-8-yl)-phenoxy]-ethyl)-diisopropyl-amine dihydrochloride Cl.Cl.ClC=1C=C2C3=C(N(C2=C(C1)C1=CC=C(OCCN(C(C)C)C(C)C)C=C1)CC)C(=NC=C3)C